2-(2-(2-Fluoropyridin-4-yl)-6-(prop-1-en-2-yl)phenyl)acetic acid methyl ester COC(CC1=C(C=CC=C1C(=C)C)C1=CC(=NC=C1)F)=O